1-(8-methylquinolin-2-yl)piperidine-4-carboxylic acid CC=1C=CC=C2C=CC(=NC12)N1CCC(CC1)C(=O)O